N-(2-((1r,4r)-4-(hydroxymethyl)cyclohexyl)-5-methoxybenzo[d]thiazol-6-yl)-6-(trifluoromethyl)picolinamide OCC1CCC(CC1)C=1SC2=C(N1)C=C(C(=C2)NC(C2=NC(=CC=C2)C(F)(F)F)=O)OC